BrC=1C=C2CNC(C2=CC1)=O 5-bromo-2,3-dihydro-isoindol-1-one